CN(CCN(C(=O)C1=NC(=CC=C1)CO)C)C N-(2-(dimethylamino)ethyl)-6-(hydroxymethyl)-N-methylpyridineamide